O-Methyl-hydroxylamine CON